ClC=1C=CC(=C(C1)C1=CC(N(C=C1OC)C(C(=O)NC=1C=C2C=CC(=NC2=CC1)C(F)(F)F)CC)=O)N1N=NC(=C1)Cl 2-{4-[5-chloro-2-(4-chloro-1H-1,2,3-triazol-1-yl)phenyl]-5-methoxy-2-oxopyridin-1(2H)-yl}-N-[2-(trifluoromethyl)quinolin-6-yl]butanamide